tert-butyl-1-[1-[(4-methoxyphenyl)methyl]-2,6-dioxo-3-piperidyl]-3-methyl-2-oxo-7,8-dihydro-6H-imidazo[4,5-g]quinoline-5-carboxylate C(C)(C)(C)OC(=O)N1CCCC=2C=C3C(=CC12)N(C(N3C3C(N(C(CC3)=O)CC3=CC=C(C=C3)OC)=O)=O)C